FC1=C(C=CC(=C1)C(F)(F)F)C1=NC=C(C=O)C=C1 6-(2-fluoro-4-(trifluoromethyl)phenyl)nicotinaldehyde